ON=C(CC1OCCC1)N N'-hydroxy-2-(tetrahydrofuran-2-yl)acetamidine